ClC1=C(C=C(C=C1)S(=O)(=O)NCCN(C)C)[N+](=O)[O-] 4-chloro-N-(2-(dimethylamino)ethyl)-3-nitrobenzenesulfonamide